1-(5-(ethylsulfonyl)-6-(2-(trifluoromethyl)pyrazolo[1,5-a]pyrimidin-5-yl)pyridin-2-yl)-1,3-dimethylurea C(C)S(=O)(=O)C=1C=CC(=NC1C1=NC=2N(C=C1)N=C(C2)C(F)(F)F)N(C(=O)NC)C